CC(C)(CCCC(C=C)C)OC(C=CC1=CC=CC=C1)=O 2,6-Dimethyloct-7-en-2-ylcinnamat